CCCCC/C=C\\C/C=C\\C/C=C\\C/C=C\\CCCCCCCCCCC/C=C/C(=O)SCCNC(=O)CCNC(=O)[C@@H](C(C)(C)COP(=O)([O-])OP(=O)([O-])OC[C@@H]1[C@H]([C@H]([C@@H](O1)N2C=NC3=C(N=CN=C32)N)O)OP(=O)([O-])[O-])O The molecule is a 2,3-trans-enoyl(4-) obtained by deprotonation of the phosphate and diphosphate OH groups of (2E,15Z,18Z,21Z,24Z)-triacontapentaenoyl-CoA; major species at pH 7.3. It is a conjugate base of a (2E,15Z,18Z,21Z,24Z)-triacontapentaenoyl-CoA.